C(C)(C)NCCCCS(=O)(=O)O 4-isopropylaminobutane-1-sulfonic acid